Cl.Cl.ClC=1C=C2C(=NC1)[C@@H](C1(O2)CC1)CN |o1:9| rel-1-[(3'S)-6'-chloro-3'H-spiro[cyclopropane-1,2'-furo[3,2-b]pyridin]-3'-yl]methanamine dihydrochloride